NC=1N=C(C2=C(N1)C=C(S2)C2=CC=NN2)NCC2C(C2)O 2-(((2-amino-6-(1H-pyrazol-5-yl)thieno[3,2-d]pyrimidin-4-yl)amino)methyl)cyclopropanol